2-(pyrimidin-2-yl)cyclopropane N1=C(N=CC=C1)C1CC1